ClC1=C(C=CC=C1)C=1C(=C(C=CC1)C=1CC(C(=C(C1)OC)C=O)(NC1=NC=CC=2C1=NC=CN2)F)C 2''-chloro-3-fluoro-5-methoxy-2'-methyl-3-(pyrido[3,4-b]pyrazin-5-ylamino)-[1,1':3',1''-terphenyl]-4-carbaldehyde